6-chloro-4-oxo-3H-pyrido[3,2-d]pyrimidine-8-carboxylic acid ClC=1C=C(C=2N=CNC(C2N1)=O)C(=O)O